C(C)(C)C1=CC=C(CN2N=C(N=C2NC2=CC=CC=C2)N)C=C1 1-(4-isopropylbenzyl)-N5-phenyl-1H-1,2,4-triazole-3,5-diamine